C(C)(=O)OC[C@H](C[C@@H]1N(CCC2=C1NC1=CC=C(C=C21)Cl)C2=NC(=NC(=N2)C(F)(F)F)C(F)(F)F)OC(C)=O (2S)-3-{(1S)-2-[4,6-bis(trifluoromethyl)-1,3,5-triazin-2-yl]-6-chloro-2,3,4,9-tetrahydro-1H-pyrido[3,4-b]indol-1-yl}propane-1,2-diyl diacetate